N1=CC=C(C=C1)C1=CC=NC2=CC=C(C=C12)C=C1C(NC(S1)=O)=O 5-[[4-(4-PYRIDINYL)-6-quinolinyl]methylene]-2,4-thiazolidinedione